C(C)(=O)NNC(C)=O 1,2-diethanoylhydrazine